1-(3-chlorophenyl)-6-(2-methyl-1-oxo-3,4-dihydroisoquinolin-7-yl)-7-oxo-3a,4,5,7a-tetrahydropyrazolo[3,4-C]pyridine-3-carboxylic acid ClC=1C=C(C=CC1)N1N=C(C2C1C(N(CC2)C2=CC=C1CCN(C(C1=C2)=O)C)=O)C(=O)O